FC(C(CNC(=O)C1=C(C=C(C(=N1)C=1C=NC(=CC1)C)C(F)(F)F)N)(C(F)(F)F)O)(F)F 5-Amino-6'-methyl-3-trifluoromethyl-[2,3']bipyridinyl-6-carboxylic acid (3,3,3-trifluoro-2-hydroxy-2-trifluoromethyl-propyl)-amide